1-(t-butyl) 4-ethyl 5-imino-3,6-dihydropyridine-1,4(2H)-dicarboxylate N=C1C(CCN(C1)C(=O)OC(C)(C)C)C(=O)OCC